trans-2-(5-(3-((2-((S)-3-carboxybutanoyl)-6-methoxybenzo[b]thiophen-5-yl)oxy)propoxy)-4-fluoro-6-methoxybenzo[b]thiophene-2-carbonyl)cyclobutanecarboxylic acid C(=O)(O)[C@H](CC(=O)C1=CC2=C(S1)C=C(C(=C2)OCCCOC2=C(C1=C(SC(=C1)C(=O)[C@H]1[C@@H](CC1)C(=O)O)C=C2OC)F)OC)C